racemic-5-[5-[3-(4-fluorophenyl)-1-piperidyl]-6-methyl-pyridazin-3-yl]-1H-pyrimidine-2,4-dione FC1=CC=C(C=C1)[C@@H]1CN(CCC1)C=1C=C(N=NC1C)C=1C(NC(NC1)=O)=O |r|